6-(3-bromo-2-methylphenyl)-2-methoxy-pyridine-3-carbaldehyde BrC=1C(=C(C=CC1)C1=CC=C(C(=N1)OC)C=O)C